C(C(=C)C)(=O)OCCCCCCCCCCOP(=O)(O)O 10-Methacryloxydecyl-Dihydrogen-Phosphat